tert-butyl (1S,4S)-5-[4-[(5-cyclopropyl-3-pyridyl)amino]pyrido[3,2-d]pyrimidin-6-yl]-2,5-diazabicyclo[2.2.1]heptane-2-carboxylate C1(CC1)C=1C=C(C=NC1)NC=1C2=C(N=CN1)C=CC(=N2)N2[C@@H]1CN([C@H](C2)C1)C(=O)OC(C)(C)C